COC(=O)C=1N=CN(C1)CCO[Si](C)(C)C(C)(C)C 1-(2-((tert-butyldimethylsilyl)oxy)ethyl)-1H-imidazole-4-carboxylic acid methyl ester